8-chloro-5-((2-(2-((5-fluoro-1-methyl-1H-indazol-6-yl)amino)ethyl)-2-azaspiro[3.3]heptan-6-yl)oxy)-2-methylisoquinolin-1(2H)-one ClC=1C=CC(=C2C=CN(C(C12)=O)C)OC1CC2(CN(C2)CCNC2=C(C=C3C=NN(C3=C2)C)F)C1